Rac-(1R,2R,5S,6R)-6-(3-chloro-2-(2-fluorobenzyl)-7-oxo-2,7-dihydro-6H-pyrazolo[3,4-d]pyridazin-6-yl)-3-oxabicyclo[3.1.0]hexane-2-carbaldehyde ClC=1N(N=C2C(N(N=CC21)[C@@H]2[C@H]1CO[C@H]([C@@H]21)C=O)=O)CC2=C(C=CC=C2)F |r|